OC(C(=O)O)C(C)(C)N hydroxy-β-aminoisovaleric acid